4-azido-5-nitro-7H-pyrazolo[3,4-d][1,2,3]triazine-2-oxide N(=[N+]=[N-])C=1C2=C(N=[N+](N1)[O-])NN=C2[N+](=O)[O-]